5-(cyclopropylmethyl)-4-hydroxy-1-methyl-2-oxo-N-phenyl-1,2,5,6-tetrahydropyridine-3-carbothioamide C1(CC1)CC1C(=C(C(N(C1)C)=O)C(NC1=CC=CC=C1)=S)O